tert-butyl (2-aminobenzyl)(1-cyclohexylpropan-2-yl)carbamate NC1=C(CN(C(OC(C)(C)C)=O)C(CC2CCCCC2)C)C=CC=C1